OB1OCC2=C1C=C(C=C2)C(=O)N[C@@H](CC2=CC=CC=C2)C(=O)OCC2=CC=CC=C2 Benzyl (1-hydroxy-1,3-dihydrobenzo[c][1,2]oxaborole-6-carbonyl)-L-phenylalaninate